C(C1=CC=CC=C1)(=O)N[C@@H](CC1=CC=CC=C1)C(=O)N[C@@H](CC1=CC=CC=C1)COC(C)=O (N-benzoyl-L-phenylalanyl)-O-acetyl-L-phenylalaninol